methyl 2-(cyclopentyl(2-oxoethyl)amino)-2-oxoacetate C1(CCCC1)N(C(C(=O)OC)=O)CC=O